amino-4-(1,5-dimethyl-1H-pyrazol-4-yl)-6-(trifluoromethyl)thieno[2,3-b]pyridine-2-carbonitrile NC1=C(SC2=NC(=CC(=C21)C=2C=NN(C2C)C)C(F)(F)F)C#N